1-[(3S)-3-[4-(4-chloro-2,3-difluoro-anilino)-7-fluoro-pyrido[3,2-d]pyrimidin-6-yl]oxypyrrolidin-1-yl]prop-2-en-1-one ClC1=C(C(=C(NC=2C3=C(N=CN2)C=C(C(=N3)O[C@@H]3CN(CC3)C(C=C)=O)F)C=C1)F)F